C1(CC1)CNC(=O)C1=CC2=C(CN(C2)C2=NOC(C2)(C(F)(F)F)C2=CC(=C(C(=C2)Cl)F)Cl)S1 N-(cyclopropylmethyl)-5-(5-(3,5-dichloro-4-fluorophenyl)-5-(trifluoromethyl)-4,5-dihydroisoxazol-3-yl)-5,6-dihydro-4H-thieno[2,3-c]pyrrole-2-carboxamide